CCCCCC(CCCCCCCC=CC=CC(=O)OO)O 13-hydroxyperoxyoctadecadienoic acid